((5,9-Dimethyldec-3,8-dien-1-yl)oxy)-3-ethoxybenzaldehyde CC(C=CCCOC1=C(C=O)C=CC=C1OCC)CCC=C(C)C